COCCCCCCCCCCCCCCCCCCCCCCCCCCCCCC n-triacontyl methyl ether